C(C=C)(=O)N1CCC(CC1)OC=1C=C2C(=C(C=NC2=CC1OC)C#N)NC1=CC(=C(C=C1)Br)Cl 6-((1-acryloylpiperidin-4-yl)oxy)-4-((4-bromo-3-chlorophenyl)amino)-7-methoxyquinoline-3-carbonitrile